N-cyclopropyl-6-((1-methyl-5-(methylcarbamoyl)-1H-pyrazol-3-yl)amino)-8-(methylamino)imidazo[1,2-b]Pyridazine-3-carboxamide C1(CC1)NC(=O)C1=CN=C2N1N=C(C=C2NC)NC2=NN(C(=C2)C(NC)=O)C